ethyl 2-(2-((5-(3-(aminomethyl)-2-hydroxyphenyl)-1-isopropyl-1H-indazol-3-yl)methoxy)phenyl)acetate NCC=1C(=C(C=CC1)C=1C=C2C(=NN(C2=CC1)C(C)C)COC1=C(C=CC=C1)CC(=O)OCC)O